[Si]([O-])([O-])([O-])[O-].[K+].[K+].[K+].[K+] potassium silicate